C(C)(C)(C)OC(=O)NCCCN1N=CC(=C1NS(=O)(=O)C)C(=O)O 1-(3-((tert-butoxycarbonyl)amino)propyl)-5-(methylsulfonamido)-1H-pyrazole-4-carboxylic acid